N,N'-dipyridoxylethylendiamine C(C=1C(CO)=CN=C(C)C1O)NCCNCC=1C(CO)=CN=C(C)C1O